N-(6-{[6-(5-chloro-2-fluorophenyl)-3-methylpyridazin-4-yl]amino}pyrimidin-4-yl)-3-hydroxycyclobutane-1-carboxamide ClC=1C=CC(=C(C1)C1=CC(=C(N=N1)C)NC1=CC(=NC=N1)NC(=O)C1CC(C1)O)F